7-chloro-1-(2-isopropyl-6-methylphenyl)-6-methylpyrido[2,3-d]pyrimidine ClC=1C(=CC2=C(N(CN=C2)C2=C(C=CC=C2C)C(C)C)N1)C